5-cyclohexyl-1,3,3-trimethylcyclohexanecarbonitrile C1(CCCCC1)C1CC(CC(C1)(C#N)C)(C)C